FC1=CC(=C(C=C1C1=CC(=CC=C1)CN1CCOCC1)N)N1CCN(CC1)C 6-fluoro-4-(4-methylpiperazin-1-yl)-3'-(morpholinomethyl)-[1,1'-biphenyl]-3-amine